C1(=CC=CC=C1)C=1NC(SC1)N/N=C/C=1N=C(C=2N(C3=CC=CC=C3C2C1)CC1=CC=CC=C1)C(C)C 4-Phenyl-2-(((E)-(9-benzyl-1-isopropyl-β-carbolin-3-yl)methylene)hydrazino)-2,3-dihydrothiazole